B(O)(O)C1=C(C(=C(C=C1)C(=O)[O-])C)C boronoxylate